4-oxo-5-pyrrolidin-1-yl-1-[4-(trifluoromethoxy)phenyl]cinnoline-3-carboxylic acid ethyl ester C(C)OC(=O)C1=NN(C2=CC=CC(=C2C1=O)N1CCCC1)C1=CC=C(C=C1)OC(F)(F)F